4-methoxy-6-(5-(((3s,5r)-3-methyl-5-(4-methyl-1-oxo-1,3-dihydroisobenzofuran-5-yl)piperazin-1-yl)methyl)isoxazol-3-yl)pyridine-3-carbonitrile COC1=C(C=NC(=C1)C1=NOC(=C1)CN1C[C@@H](N[C@@H](C1)C=1C(=C2COC(C2=CC1)=O)C)C)C#N